FC=1C=C(C(=C(C(=O)OC)C1)C(CC1=NC=NN1C)=O)[N+](=O)[O-] Methyl 5-fluoro-2-(2-(1-methyl-1H-1,2,4-triazol-5-yl) acetyl)-nitrobenzoate